ClC=1C=C(OC2=CC=C3C(=C(N4C(C3=C2)=NC=N4)C(=O)NCC(=O)O)O)C=CC1 (9-(3-chlorophenoxy)-6-hydroxy-[1,2,4]triazolo[5,1-a]isoquinoline-5-carbonyl)glycine